FC(S(=O)(=O)[O-])(F)F.C[N+](C)(C)CC1=CC(=CC=C1)C N,N,N-trimethyl-(3-methylbenzyl)ammonium trifluoromethanesulfonate